C12(CNCC2C1)C=1C=NC2=CC=CC=C2C1 3-(3-azabicyclo[3.1.0]hexan-1-yl)quinoline